N1=CC=C(C=C1)/C=C/C(=O)OC1C(C=CC=C1)(C1SCCCS1)Cl (E)-2-chloro-2-(1,3-dithian-2-yl)phenyl 3-(pyridin-4-yl)acrylate